CN1N=C(C2=C1SC(=C2)C2=CC(=NN2)C(=O)OC)C Methyl 5-[1,3-dimethyl-1H-thieno[2,3-c]pyrazol-5-yl]-1H-pyrazole-3-carboxylate